N(C(=N)N)C=1C=C(C(=O)NCC(=O)NCCC(=O)O)C=CC1 3-(2-(3-guanidinobenzamido)acetamido)propionic acid